C(C1=CC=CC=C1)(=O)NCC1=NOC(C1)(C(=O)N[C@@H](CC(C)C)B(O)O)CC1=CC=CC=C1 (1R)-1-(3-(benzamidomethyl)-5-benzyl-4,5-dihydroisoxazole-5-carboxamido)-3-methylbutylboronic acid